FC=1C=CC(=C(C1)COC1=C(C(=O)NC2=CC(NC=C2)=O)C=CC(=C1)C(F)(F)F)O 2-((5-fluoro-2-hydroxyphenylmethyl)oxy)-N-(2-oxo-1,2-dihydropyridin-4-yl)-4-(trifluoromethyl)benzamide